N-((3-(4-(furan-2-carbonyl)piperazine-1-carbonyl)pyrazolo[1,5-a]pyridin-5-yl)methyl)benzamide O1C(=CC=C1)C(=O)N1CCN(CC1)C(=O)C=1C=NN2C1C=C(C=C2)CNC(C2=CC=CC=C2)=O